CC1(CC(=CC=C1N)C1=CC=C(N)C=C1)C 3,3-dimethylbenzidine